[C@@H]1([C@@H](CC=CC1)N)N trans-4-cyclohexene-1,2-diamine